C12CNCC2C1C#N 3-azabicyclo[3.1.0]hexane-6-carbonitrile